N=1C=CN2C1CN(CC2)C(=O)[O-] 5,6-dihydroimidazo[1,2-a]pyrazine-7(8H)-carboxylate